C(C)(C)(C)OC(=O)N1C[C@H]([C@@H](C1)C(=O)O)O (3S,4R)-1-tert-Butoxycarbonyl-3-hydroxy-pyrrolidine-4-carboxylic acid